C(CCC)(=O)C=1C=C(NC1)C(=O)NCC1=CC=C(C=C1)C#N 4-butyryl-N-(4-cyanobenzyl)-1H-pyrrole-2-carboxamide